AnhydroGlucose C1[C@@H]2[C@H]([C@@H]([C@H]([C@H](O1)O2)O)O)O